C(C)OC(=O)C1=CC2=C(N(C(=N2)NC=2OC3=C(N2)C=CC(=C3)OCCOC)C)C=C1 2-((6-(2-methoxyethoxy)benzo[d]oxazol-2-yl)amino)-1-methyl-1H-benzo[d]imidazole-5-carboxylic acid ethyl ester